N-(5-(4-chlorophenyl)thiazolo[5,4-b]pyridin-2-yl)-6-cyano-2-(2-fluoro-6-methoxyphenyl)nicotinamide ClC1=CC=C(C=C1)C1=CC=C2C(=N1)SC(=N2)NC(C2=C(N=C(C=C2)C#N)C2=C(C=CC=C2OC)F)=O